C1(CC1)CN[C@H]1CN(CCC1)C=1C=NC(=CC1)C1(COC1)C=1OC(=NN1)C=1C=NC=C(C1)C1CC1 (R)-N-(cyclopropylmethyl)-1-(6-(3-(5-(5-cyclopropylpyridin-3-yl)-1,3,4-oxadiazol-2-yl)oxetan-3-yl)pyridin-3-yl)piperidin-3-amine